C(C)(C)(C)C1CCN(CC1)CC1=CC(=C(CNC2=C3C(N(C(C3=CC=C2)=O)C2C(NC(CC2)=O)=O)=O)C=C1)C 4-(4-((4-tert-butylpiperidin-1-yl)methyl)-2-methylbenzylamino)-2-(2,6-dioxopiperidin-3-yl)isoindoline-1,3-dione